Ethyl-2,2-difluoroacetate C(C)OC(C(F)F)=O